6-(2,4-Dimethylphenyl)-2-(5-chloropyridin-2-yl)-5,6,7,8-tetrahydro-phthalazin-1(2H)-one CC1=C(C=CC(=C1)C)C1CC=2C=NN(C(C2CC1)=O)C1=NC=C(C=C1)Cl